3-isopropyl-5-methyl-4-(4,4,5,5-tetramethyl-1,3,2-dioxaborolan-2-yl)isoxazole sodium-calcium chloride [Cl-].[Ca+2].[Na+].C(C)(C)C1=NOC(=C1B1OC(C(O1)(C)C)(C)C)C.[Cl-].[Cl-]